2-Amino-7-(3,4-dichlorobenzyl)-9-((2R,3S,4S,5R)-4-fluoro-3-hydroxy-5-(hydroxymethyl)tetrahydrofuran-2-yl)-7,9-dihydro-8H-purin-8-on NC1=NC=C2N(C(N(C2=N1)[C@@H]1O[C@@H]([C@H]([C@H]1O)F)CO)=O)CC1=CC(=C(C=C1)Cl)Cl